methyl (R)-2-(6-(1-((tert-butoxycarbonyl)amino)ethyl)-1H-pyrrolo[2,3-b]pyridin-2-yl)-7-fluoro-1-methyl-1H-benzo[d]imidazole-5-carboxylate C(C)(C)(C)OC(=O)N[C@H](C)C1=CC=C2C(=N1)NC(=C2)C2=NC1=C(N2C)C(=CC(=C1)C(=O)OC)F